4-(3-Bromopropyloxy)benzoic acid BrCCCOC1=CC=C(C(=O)O)C=C1